FC=1C=C2C=NNC2=CC1C#N 5-fluoro-1H-indazole-6-carbonitrile